2,2,2-trichloroethyl (S)-6-(4-(2-(acetoxymethyl)pyrrolidine-1-carbonyl)-5-(((allyloxy)carbonyl)amino)-2-methoxyphenoxy)hexanoate C(C)(=O)OC[C@H]1N(CCC1)C(=O)C1=CC(=C(OCCCCCC(=O)OCC(Cl)(Cl)Cl)C=C1NC(=O)OCC=C)OC